C(C)N1C(N(C2=C(C(=CC=3C2=C1N=CN3)C(=O)OC)F)CC3=CC=C(C=C3)OC)=O methyl 3-ethyl-9-fluoro-1-(4-methoxybenzyl)-2-oxo-2,3-dihydro-1H-pyrimido[4,5,6-de]quinazoline-8-carboxylate